CC=1C([N-]S(OC1C(C)C)(=O)=O)=O.[Na+] Sodium 5-methyl-2,2,4-trioxo-6-(propan-2-yl)-3,4-dihydro-1,2lambda6,3-oxathiazin-3-ide